C(C)(C)(C)OC(NC1CCN(CC1)CC(CN1N=CN=C1)(O)C1=C(C=C(C=C1)F)F)=O Tert-butyl-(1-(2-(2,4-difluorophenyl)-2-hydroxy-3-(1H-1,2,4-triazol-1-yl)propyl)piperidin-4-yl)carbamate